tert-butyl ((1r,3r)-3-(4-(2-(4-((6-((3-fluoroazetidin-1-yl)methyl)pyridazine-3-yl) oxy)phenyl)propan-2-yl)phenoxy)cyclobutyl)carbamate FC1CN(C1)CC1=CC=C(N=N1)OC1=CC=C(C=C1)C(C)(C)C1=CC=C(OC2CC(C2)NC(OC(C)(C)C)=O)C=C1